(3R,1R)-3-[(tert-butoxy)carbonylamino]cyclopentanecarboxylic acid C(C)(C)(C)OC(=O)N[C@H]1C[C@@H](CC1)C(=O)O